α-hexene C=CCCCC